C(=O)(OCC1C2=CC=CC=C2C2=CC=CC=C12)NCCN monoFmoc-ethylenediamine